C[C@@H]1O[C@@H](CN(C1)C1=CC=CC(=N1)C=1C=C2C=C(N=CC2=CC1)CC(=O)NC1CC(C1)S(=O)(=O)C)C 2-(6-(6-((cis)-2,6-dimethylmorpholino)pyridin-2-yl)isoquinolin-3-yl)-N-(3-(methylsulfonyl)cyclobutyl)acetamide